bis[p-(3-methacryloyloxy-2-hydroxypropoxy)phenyl]dimethylmethane C(C(=C)C)(=O)OCC(COC1=CC=C(C=C1)C(C)(C)C1=CC=C(C=C1)OCC(COC(C(=C)C)=O)O)O